1,3-bis-(2,6-diisopropylphenyl)imidazolium chloride salt [Cl-].C(C)(C)C1=C(C(=CC=C1)C(C)C)N1C=[N+](C=C1)C1=C(C=CC=C1C(C)C)C(C)C